3,3-difluoro-1-(1H-1,2,3-triazol-4-yl)cyclobutan FC1(CC(C1)C=1N=NNC1)F